2-methoxy-N-(4-(trifluoromethyl)pyridin-2-yl)-benzamid COC1=C(C(=O)NC2=NC=CC(=C2)C(F)(F)F)C=CC=C1